1-[4-(Benzylamino)-5,6,7,8-tetrahydropyrido[2,3-d]pyrimidin-2-yl]-2-methylindole-4-carboxamide C(C1=CC=CC=C1)NC=1C2=C(N=C(N1)N1C(=CC=3C(=CC=CC13)C(=O)N)C)NCCC2